N-2-naphthyl-2-[4-(7H-pyrrolo-[2,3-d]pyrimidin-4-yl)-1H-pyrazol-1-yl]butanamide C1=C(C=CC2=CC=CC=C12)NC(C(CC)N1N=CC(=C1)C=1C2=C(N=CN1)NC=C2)=O